ClC=1C(=NC(=NC1)NC=1C=C(C=CC1)NC(=O)C1=CC=C(C=C1)NC(/C=C/CN(CCCCCCN(C(OC(C)(C)C)=O)C)C)=O)C1=CNC2=CC=CC=C12 tert-butyl (E)-(6-((4-((4-((3-((5-chloro-4-(1H-indol-3-yl)pyrimidin-2-yl)amino)phenyl) carbamoyl)phenyl)amino)-4-oxobut-2-en-yl)(methyl)amino)hexyl)(methyl)carbamate